N,N-Bis(2-hydroxyethyl)-4-vinylbenzamide OCCN(C(C1=CC=C(C=C1)C=C)=O)CCO